C(C=C)(=O)N1C[C@@H](N(CC1)C=1C2=C(N(C(N1)=O)C1=C(C=CC=C1S(=O)(=O)C)C1CCC1)N=C(C(=C2)F)C2=C(C(=CC=C2)F)Cl)C (S)-4-(4-acryloyl-2-methylpiperazin-1-yl)-7-(2-chloro-3-fluorophenyl)-1-(2-cyclobutyl-6-(methylsulfonyl)phenyl)-6-fluoropyridino[2,3-d]pyrimidin-2(1H)-one